C(#N)C1=C(C=CC=C1/C=C/C=1C(=CC(=C(CN2[C@@H](CCCC2)C(=O)O)C1)OCCO)C)C1=CC=CC=C1 (S,E)-1-(5-(2-(2-cyano-[1,1'-biphenyl]-3-yl)vinyl)-2-(2-hydroxyethoxy)-4-Methylbenzyl)piperidine-2-carboxylic acid